10-decylcarbonate CCCCCCCCCCOC([O-])=O